(E)-4-[2-[2-[2-[2-[2-[2-[2-[bis(tertbutoxycarbonyl)amino]ethoxy]ethoxy]ethoxy]ethoxy]-ethoxy]ethoxy]ethoxy]but-2-enoic acid C(C)(C)(C)OC(=O)N(CCOCCOCCOCCOCCOCCOCCOC/C=C/C(=O)O)C(=O)OC(C)(C)C